(3,4-dihydroquinolin-1(2H)-yl)(5-(4-methyl-1H-imidazol-1-yl)pyridin-3-yl)methanone N1(CCCC2=CC=CC=C12)C(=O)C=1C=NC=C(C1)N1C=NC(=C1)C